C(\C=C\CCCCCCC)CC(=O)O.ClC1=CC=C(C=C1)C=1N=C2N(C=CC=N2)C1CN1CC2CCC(C1)N2C(=O)C2=C(N=C(O2)C)C (3-{[2-(4-chlorophenyl)imidazo[1,2-a]pyrimidin-3-yl]methyl}-3,8-diazabicyclo[3.2.1]oct-8-yl)(2,4-dimethyl-1,3-oxazol-5-yl)methanone (E)-dec-2-enyl-acetate